ClC1=C(C=C(OCC2=NN=C(O2)[C@@H]2CC[C@H](CC2)NC(OC(C)(C)C)=O)C=C1)F trans-tert-butyl (4-(5-((4-chloro-3-fluorophenoxy)methyl)-1,3,4-oxadiazol-2-yl)cyclohexyl)carbamate